8-(3-(1-methylcyclohexyloxycarbonyl)-1-cyclopentyloxycarbonyl)-tetracyclo[4.4.0.12,5.17,10]-3-dodecene CC1(CCCCC1)OC(=O)C1CC(CC1)OC(=O)C1C2C3C4C=CC(C3C(C1)C2)C4